NC1=NC=NN2C1=C(C(=C2)C2=CC=C(C=C2)NC(C(=C)C)=O)C2=CC=C(C(=O)NCC(C)(C)O)C=C2 4-{4-amino-6-[4-(2-methylprop-2-enamido)phenyl]pyrrolo[2,1-f][1,2,4]triazin-5-yl}-N-(2-hydroxy-2-methylpropyl)benzamide